FC1=CC=C2[C@@](C(NC2=C1F)=O)(C1=CC=C(C=C1)OC(F)(F)F)C1=CC(=C(C=C1)B(O)O)F (R)-(4-(6,7-difluoro-2-oxo-3-(4-(trifluoromethoxy)phenyl)indolin-3-yl)-2-fluoro-phenyl)boronic acid